p-trifluoromethoxyphenyl-hydrazine FC(OC1=CC=C(C=C1)NN)(F)F